N1=CC(=CC=C1)S(=O)(=O)N1N=NC2=C1C=CC=C2 1-(3-pyridinylsulfonyl)-1H-benzotriazole